((tert-Butoxycarbonyl)amino)-4-methoxypyrazolo[1,5-a]pyridine-3-carboxylic acid C(C)(C)(C)OC(=O)NC1=NN2C(C(=CC=C2)OC)=C1C(=O)O